CC=1N=C(SC1)NC(/C=C/C(=O)N(C)C)=O (E)-But-2-enedioic acid dimethyl-amide (4-methyl-thiazol-2-yl)-amide